BrC=1C=2N(C=C(C1)S(N(CC1=CC=C(C=C1)OC)C1(CC1)C#N)(=O)=O)C(=CN2)C(=O)NN 2-(8-bromo-6-(N-(1-cyanocyclopropyl)-N-(4-methoxybenzyl)sulfamoyl)imidazo[1,2-a]pyridin-3-carbonyl)hydrazin